4-[8-(2,6-difluorophenyl)-5-methyl-3,4,7,9,13-pentazatetracyclo[7.6.1.02,6.012,16]hexadeca-1(16),2(6),4,7,12,14-hexaen-14-yl]morpholine FC1=C(C(=CC=C1)F)C1=NC=2C(=NNC2C=2C=C(N=C3CCN1C23)N2CCOCC2)C